3-C-(hydroxymethyl)-L-lyxofuranose OC[C@@]1([C@H](C(O)O[C@H]1CO)O)O